Di-tert-butyl ((4-((3-bromo-9H-carbazol-9-yl)methyl)phenyl)methyl)phosphonate BrC=1C=CC=2N(C3=CC=CC=C3C2C1)CC1=CC=C(C=C1)CP(OC(C)(C)C)(OC(C)(C)C)=O